FC(N1N=CC(=C1)C(=O)N)F 1-(difluoromethyl)pyrazole-4-carboxamide